2-(1-(3,3-dimethyl-cyclohexyl)ethoxy)-2-methyl-1-propanol CC1(CC(CCC1)C(C)OC(CO)(C)C)C